[1,2,4]Triazolo[1,5-c]Pyrimidin-2(3H)-one N=1C(NN2C=NC=CC21)=O